NC1=NN2C(C=C(C=C2)C=2C(=C(C(=O)NC[C@H]([C@@](C)(O)C3=CC=C(C=C3)F)F)C(=CC2)C([2H])([2H])[2H])F)=N1 3-(2-amino-[1,2,4]triazolo[1,5-a]pyridin-7-yl)-2-fluoro-N-((2R,3S)-2-fluoro-3-(4-fluorophenyl)-3-hydroxybutyl)-6-(methyl-d3)benzamide